CC1=C(C=CC=C1)N1C(N(C(C=2NC=NC12)=O)CC1=NC=CC=N1)=O 3-(2-methylphenyl)-1-[(pyrimidin-2-yl)methyl]-2,3,6,7-tetrahydro-1H-purine-2,6-dione